1-{[4-cyano-4-(pyridin-2-yl)piperidin-1-yl]methyl}-4-oxo-4H-quinolizine-3-carboxylic acid C(#N)C1(CCN(CC1)CC=1C=C(C(N2C=CC=CC12)=O)C(=O)O)C1=NC=CC=C1